C(C)C1=C(C(CC1)=O)O 3-Ethyl-2-hydroxy-2-cyclopenten-1-one